N-((p-tolyl)(p-chlorophenyl)methyl)benzamide C1(=CC=C(C=C1)C(NC(C1=CC=CC=C1)=O)C1=CC=C(C=C1)Cl)C